C(C)(C)(C)OC(=O)N1C(CCC(C1)OC(=O)OC(C)C)C(=O)O 1-tert-butoxycarbonyl-5-isopropoxycarbonyloxy-piperidine-2-carboxylic acid